ethylene glycol mono-acrylate C(C=C)(=O)OCCO